O1COCC2=C1C=CC=C2C(C)C2=CC=1NC3=CC=CC=C3SC1C=C2 2-(1-(benzo[d][1,3]dioxin-5-yl)ethyl)-10H-phenothiazine